N'-(2-chlorophenyl)-4-((3-chlorophenyl)amino)-4-(2,4-dioxopyrrolidin-3-ylidene)butyrylhydrazine ClC1=C(C=CC=C1)NNC(CCC(=C1C(NCC1=O)=O)NC1=CC(=CC=C1)Cl)=O